3-((2S)-3-(8-(4'-((2,2-difluoroethylamino)methyl)biphenyl-3-ylsulfonyl)-1-oxa-8-azaspiro[4.5]dec-3-ylamino)-2-hydroxypropoxy)-N-methylbenzenesulfonamide FC(CNCC1=CC=C(C=C1)C1=CC(=CC=C1)S(=O)(=O)N1CCC2(CC(CO2)NC[C@@H](COC=2C=C(C=CC2)S(=O)(=O)NC)O)CC1)F